3-chloro-2'-methyl-2-(trifluoromethyl)spiro[4,5-dihydrothieno[2,3-C]pyran-7,4'-piperidine]-1'-carboxylic acid tert-butyl ester C(C)(C)(C)OC(=O)N1C(CC2(CC1)OCCC1=C2SC(=C1Cl)C(F)(F)F)C